10-(2-((2-carboxyethyl)amino)-2-oxoethyl)-9-((2-carboxyethyl)-carbamoyl)-3,12-dioxo-1-phenyl-2-oxa-4,10,13-triazahexadecan-16-oic acid C(=O)(O)CCNC(CN(C(CCCCNC(OCC1=CC=CC=C1)=O)C(NCCC(=O)O)=O)CC(NCCC(=O)O)=O)=O